(R)-6-chloro-3-((1-(3,6-dimethyl-2-(2-methyl-1-oxo-1,2,3,4-tetrahydroisoquinolin-7-yl)-4-oxo-3,4-dihydroquinazolin-8-yl)ethyl)amino)-N-(methylsulfonyl)picolinamide ClC1=CC=C(C(=N1)C(=O)NS(=O)(=O)C)N[C@H](C)C=1C=C(C=C2C(N(C(=NC12)C1=CC=C2CCN(C(C2=C1)=O)C)C)=O)C